(2-phenylpyrimidin-5-yl)-methanol C1(=CC=CC=C1)C1=NC=C(C=N1)CO